FC=1C(=C(C=CC1F)C(=O)N1CC(C1)(O)CNC(CN(C)C)C)NC1=C(C=C(C=C1)I)F 1-({3,4-difluoro-2-[(2-fluoro-4-iodophenyl)amino]phenyl}carbonyl)-3-({[2-(dimethylamino)-1-methylethyl]amino}methyl)azetidin-3-ol